[B].C12(C(CCC(C1(C)C)C2)(C)O)O pinanediol boron